5-(((2-Aminoethyl)amino)methyl)-N-(4-((4-(4-cyano-6-methylpyrimidin-2-yl)piperazin-1-yl)sulfonyl)phenyl)-2-(N-methylmethylsulfonamido)benzamide dihydrochloride Cl.Cl.NCCNCC=1C=CC(=C(C(=O)NC2=CC=C(C=C2)S(=O)(=O)N2CCN(CC2)C2=NC(=CC(=N2)C#N)C)C1)N(S(=O)(=O)C)C